C(C)(C)(C)OC(=O)N1[C@H](C[C@H](C1)CC(=O)OCC)C(N(C)C)=O.FC=1C=C(C=C(C1)C)NC1=C(C(=O)N)C=C(C=N1)NC1=CC=2CCCCC2C=C1 2-((3-fluoro-5-methylphenyl)amino)-5-((5,6,7,8-tetrahydronaphthalen-2-yl)amino)nicotinamide tert-butyl-(2R,4S)-2-(dimethylcarbamoyl)-4-(2-ethoxy-2-oxoethyl)pyrrolidine-1-carboxylate